Dimethyl 5-isocyanatoisophthalat N(=C=O)C=1C=C(C=C(C(=O)OC)C1)C(=O)OC